1-(11-amino-3-cyclopropyl-7-isopropyl-6,7-dihydroisoxazolo[4,3-c]pyrimido[5',4':4,5]pyrrolo[3,2-e]azepin-5(4H)-yl)propan-1-one 2,2,2-trifluoroacetate FC(C(=O)O)(F)F.NC1=NC=NC2=C1C=1C=3C(CN(CC1N2C(C)C)C(CC)=O)=C(ON3)C3CC3